ClC=1C=C2C(=CC(=NC2=CC1)C(F)(F)F)N[C@@H]1C[C@@H](CCC1)NC(C1=C(C(=CC=C1)NS(=O)(=O)CCC)F)=O N-[(1R,3S)-3-{[6-chloro-2-(trifluoromethyl)quinolin-4-yl]amino}cyclohexyl]-2-fluoro-3-(propane-1-sulfonylamino)benzamide